N-(4-((2-amino-3-chloropyridin-4-yl)oxy)-3-fluorophenyl)-1-(pyridin-3-yl)-5-(trifluoromethyl)-1H-pyrazole-4-carboxamide NC1=NC=CC(=C1Cl)OC1=C(C=C(C=C1)NC(=O)C=1C=NN(C1C(F)(F)F)C=1C=NC=CC1)F